5-hydroxy-4-methyl-pyridine-2-carbonitrile OC=1C(=CC(=NC1)C#N)C